(S)-6-(1-(5-(3,6-dimethylpyridazin-4-yl)-7-(2-(ethyl(methyl)amino)ethyl)-1-oxo-3,4-dihydroisoquinolin-2(1H)-yl)ethyl)-4-ethoxynicotinonitrile CC=1N=NC(=CC1C1=C2CCN(C(C2=CC(=C1)CCN(C)CC)=O)[C@@H](C)C1=NC=C(C#N)C(=C1)OCC)C